N1CCC(CC1)C=1C=CC=2N=CN=C(C2N1)N 6-(piperidin-4-yl)pyrido[3,2-d]pyrimidin-4-amine